ClC1C2(CCN(CC12)C(=O)C1CC2(C1)NC(OC2)=O)C2=CC=CC=C2 (rac)-(2s,4s)-2-(7-Chloro-6-phenyl-3-azabicyclo[4.1.0]heptan-3-carbonyl)-7-oxa-5-azaspiro[3.4]octan-6-on